C(C)(C)(C)NC1=NC=C(C(=N1)N[C@H]1C[C@H]([C@@H](CC1)C)O)C(N)=S 2-(tert-butylamino)-4-(((1R,3R,4R)-3-hydroxy-4-methylcyclohexyl)amino)pyrimidine-5-carbothioamide